N1=C(C=CC=C1)N1N=CC(=C1)\C=C/1\C(NC(S1)=S)=O (5Z)-5-[[1-(2-pyridinyl)pyrazol-4-yl]methylene]-2-thioxo-thiazolidin-4-one